FC1=CC(=C(OC2CCN(CC2)C(CN2N=C(C3=C2CCCCC3)C(=O)N3C[C@H](OCC3)CO)=O)C=C1)C 1-[4-(4-fluoro-2-methyl-phenoxy)-1-piperidyl]-2-[3-[(2S)-2-(hydroxymethyl)morpholine-4-carbonyl]-5,6,7,8-tetrahydro-4H-cyclohepta[c]pyrazol-1-yl]ethanone